(R)-2-(5-isopropyl-2-methoxy-3-(trifluoromethyl)phenyl)-2-((R)-3-(methyl(5-(5,6,7,8-tetrahydro-1,8-naphthyridin-2-yl)pentyl)amino)pyrrolidin-1-yl)acetic acid C(C)(C)C=1C=C(C(=C(C1)[C@H](C(=O)O)N1C[C@@H](CC1)N(CCCCCC1=NC=2NCCCC2C=C1)C)OC)C(F)(F)F